FC=1C=2N(C=C(C1N1CCOCC1)C=1C(=NC(=CC1)C(F)(F)F)C(=O)N)C=C(N2)CCS(=O)(=O)C (8-fluoro-2-(2-(methylsulfonyl)ethyl)-7-morpholinoimidazo[1,2-a]pyridin-6-yl)-6-(trifluoromethyl)pyridineamide